diisopropyl-4,4'-methylene-bis(cyclohexylamine) C(C)(C)C(C1CCC(CC1)N)(C1CCC(CC1)N)C(C)C